[Li+].C1(CCC1)NC1=CC(=NC=N1)C(=O)[O-] 6-(cyclobutylamino)pyrimidine-4-carboxylic acid lithium salt